FC(C1=CC=CC(=N1)NC(=O)C=1C(=CC=2N(C1)C=C(N2)C2CCN(CC2)C(CN2CCC(CC2)C2=NC=C(C=C2)NC2C(NC(CC2)=O)=O)=O)OC(C)C)F N-[6-(difluoromethyl)-2-pyridyl]-2-[1-[2-[4-[5-[(2,6-dioxo-3-piperidyl)amino]-2-pyridyl]-1-piperidyl]acetyl]-4-piperidyl]-7-isopropoxy-imidazo[1,2-a]pyridine-6-carboxamide